2,4-bis(3,6-di-tert-butyl-9H-carbazol-9-yl)-5-(4,6-diphenyl-1,3,5-triazin-2-yl)benzonitrile C(C)(C)(C)C=1C=CC=2N(C3=CC=C(C=C3C2C1)C(C)(C)C)C1=C(C#N)C=C(C(=C1)N1C2=CC=C(C=C2C=2C=C(C=CC12)C(C)(C)C)C(C)(C)C)C1=NC(=NC(=N1)C1=CC=CC=C1)C1=CC=CC=C1